C(C(=O)/C=C(\\C=C/C(=O)O)/O)C(=O)O The molecule is an oxodicarboxylic acid that is a tautomer of 4-maleylacetoacetic acid in which the carbonyl of the alpha,beta-unsaturated ketone moiety has tautomerised to the corresponding enol (the 2Z,4E isomer). It is an oxo dicarboxylic acid and an enol. It is a tautomer of a 4-maleylacetoacetic acid.